1,2-diamino-5-bromo-4-methoxypyrimidin-1-ium N[N+]1=C(N=C(C(=C1)Br)OC)N